1-((3aR,5S,6aR)-2,2-Dimethyltetrahydrofuro[2,3-d][1,3]dioxol-5-yl)propan-1-ol CC1(O[C@H]2[C@@H](O1)O[C@@H](C2)C(CC)O)C